FC1CC(N(C1)C(C(C1=CN=NN1)O)=O)C(=O)NC(C1=CC=CC=C1)C1=CC(=C(C=C1)C(C)C)F 4-fluoro-N-{[3-fluoro-4-(propan-2-yl)phenyl](phenyl)methyl}-1-[2-hydroxy-2-(1H-1,2,3-triazol-5-yl)acetyl]pyrrolidine-2-carboxamide